dihydrobenzo[d][1,3]oxazepin-2(1H)-one N1C(OCCC2=C1C=CC=C2)=O